1-(2-hydroxy-3-methoxypropyl)-4-Ethylpiperidine OC(CN1CCC(CC1)CC)COC